C(CCCCCCC)(=O)C(C(=O)N)(O)C(O)C(CCCCCCC)=O 2,3-dioctanoyl-glyceramide